((5-(4-methylpiperazin-1-yl)pyridin-2-yl)amino)-4-(2-(prop-1-yn-1-yl)pyridin-4-yl)isoindolin-1-one CN1CCN(CC1)C=1C=CC(=NC1)NN1C(C2=CC=CC(=C2C1)C1=CC(=NC=C1)C#CC)=O